N-((R)-1-(3-(1,1-difluoro-2-hydroxyethyl)phenyl)ethyl)-4-methoxy-5-(1-methylpiperidin-3-yl)-1H-indazole-7-carboxamide FC(CO)(F)C=1C=C(C=CC1)[C@@H](C)NC(=O)C=1C=C(C(=C2C=NNC12)OC)C1CN(CCC1)C